3-bromo-5-(4-cyclopropyl-6-ethoxy-pyrimidin-5-yl)-1H-pyrazolo[4,3-d]pyrimidine BrC1=NNC2=C1N=C(N=C2)C=2C(=NC=NC2OCC)C2CC2